C(C)S(=O)(=O)N1CCC(CC1)OC1=CC=C(C=C1)C(=O)C=1C2=C(SC1C1=CC=C(C=C1)O)C=C(C=C2)O (4-((1-(ethylsulfonyl)piperidin-4-yl)oxy)phenyl)(6-hydroxy-2-(4-hydroxyphenyl)benzo[b]thiophen-3-yl)methanone